3-cyclopropyl-1-((3,3-difluorocyclopentyl)methyl)-N-(2-(N,S-dimethylsulfonimidoyl)pyridin-4-yl)-4-(trifluoromethyl)-1H-pyrazole-5-carboxamide C1(CC1)C1=NN(C(=C1C(F)(F)F)C(=O)NC1=CC(=NC=C1)S(=O)(=NC)C)CC1CC(CC1)(F)F